(+/-)-2-{[trans-4-(4-methoxyphenyl)piperidin-3-yl]methoxy}-isonicotinamide COC1=CC=C(C=C1)[C@H]1[C@@H](CNCC1)COC=1C=C(C(=O)N)C=CN1 |r|